OC=1C(=NC(=C(C1)OCCCOC)OC)C(C)=O 1-[3-hydroxy-6-methoxy-5-(3-methoxypropoxy)-2-pyridyl]-1-ethanone